2-(1H-benzo[d]imidazol-2-yl)-N4-(3-(dimethylamino)propyl)-6-methylpyrimidine-2,4-diamine N1C(=NC2=C1C=CC=C2)C2(NC(=CC(=N2)NCCCN(C)C)C)N